Cl.C(C)OC(C1=C(C=C(C(=C1)OCCOC)OCCOC)N)=O 4,5-di(2-methoxyethoxy)-2-aminobenzoic acid ethyl ester hydrochloride